C(CCC)C1=CN=C(C(=N1)N1CCC(CC1)C(=O)O)C1=CC=C2C=CNC2=C1 1-(6-Butyl-3-(1H-Indol-6-yl)Pyrazin-2-yl)Piperidine-4-Carboxylic Acid